(5-(2,4-difluorophenoxy)pyrazin-2-yl)-6,6-difluoro-5-(6-oxo-1,6-dihydropyridin-3-yl)spiro[2.5]octane-1-carboxamide FC1=C(OC=2N=CC(=NC2)C2(CC23CC(C(CC3)(F)F)C3=CNC(C=C3)=O)C(=O)N)C=CC(=C1)F